4-(4-(2,2-Difluoroethyl)-1-((5-methoxy-7-methyl-1H-indol-4-yl)methyl)piperazin-2-yl)-2-(methylamino)benzoic acid FC(CN1CC(N(CC1)CC1=C2C=CNC2=C(C=C1OC)C)C1=CC(=C(C(=O)O)C=C1)NC)F